FC(C1(OC2=C(C1)C=C(C(=C2)N2CCOCC2)NC(=O)C=2C=NN1C2N=CC(=C1)C)C)F N-[2-(difluoromethyl)-2-methyl-6-morpholino-3H-benzofuran-5-yl]-6-methyl-pyrazolo[1,5-a]pyrimidine-3-carboxamide